BrC=1C(=C(C=CC1)CBr)Br dibromo-1-(bromomethyl)benzene